(5S)-{[2-(4-carboxyphenyl)ethyl][2-(2-{[3-chloro-4-(trifluoromethyl)biphenyl-4-yl]methoxy}phenyl)ethyl]amino}-5,6,7,8-tetrahydro-quinoline-2-carboxylic acid C(=O)(O)C1=CC=C(C=C1)CCN(CCC1=C(C=CC=C1)OCC1(C(C=C(C=C1)C1=CC=CC=C1)Cl)C(F)(F)F)C=1C(=NC=2CCCCC2C1)C(=O)O